cyclobutane-carboxylate C1(CCC1)C(=O)[O-]